ethyl (2-(3-(5-((1-cyclopropyl-2,2-difluoroethyl)carbamoyl)-1H-pyrazol-3-yl)phenyl)oxazole-5-carbonyl)-L-valinate C1(CC1)C(C(F)F)NC(=O)C1=CC(=NN1)C=1C=C(C=CC1)C=1OC(=CN1)C(=O)N[C@@H](C(C)C)C(=O)OCC